OC1CCCC(C1C(=O)OC)(C)C (±)-methyl 6-hydroxy-2,2-dimethylcyclohexanecarboxylate